(4-Methyl-1-(oxetan-3-yl)-1H-imidazol-5-yl)methanol CC=1N=CN(C1CO)C1COC1